ClC=1C=C(C=CC1C)NC(=O)NCC=1C=C2CN(C(C2=CC1)=O)C1C(N(C(CC1)=O)CC1=CC(=C(C(=C1)F)OCOC)F)=O 1-(3-chloro-4-methylphenyl)-3-((2-(1-(3,5-difluoro-4-(methoxymethoxy)benzyl)-2,6-dioxopiperidin-3-yl)-1-oxoisoindolin-5-yl)methyl)urea